4-(1-cyclopropyl-1H-pyrazol-3-yl)-3-methyl-1H-pyrrole-2-carboxylic acid ethyl ester C(C)OC(=O)C=1NC=C(C1C)C1=NN(C=C1)C1CC1